8-((2S,5R)-4-(4-(4-fluorophenyl)-2-methylthiazol-5-yl)-2,5-dimethylpiperazin-1-yl)-5-methyl-6-oxo-5,6-dihydro-1,5-naphthyridine-2-carbonitrile FC1=CC=C(C=C1)C=1N=C(SC1N1C[C@@H](N(C[C@H]1C)C1=CC(N(C=2C=CC(=NC12)C#N)C)=O)C)C